C(#N)C1=CC=C(C=C1)C=1N=C2C(=NC1)N=C(S2)NC(=O)C=2C=NC(=CC2C2=CC(=NC=C2OC(F)F)C)C N-(6-(4-cyanophenyl)thiazolo[4,5-b]pyrazin-2-yl)-5'-(difluoromethoxy)-2',6-Dimethyl-[4,4'-bipyridine]-3-carboxamide